4-(3,3,4,4-tetramethylcyclopentyl)-3-(trifluoromethyl)-1H-pyrazol-5-amine CC1(CC(CC1(C)C)C=1C(=NNC1N)C(F)(F)F)C